(4-methoxyphenyl)-2,4-dioxo-1,2,3,4-tetrahydropyrimidine-5-formic acid COC1=CC=C(C=C1)N1C(NC(C(=C1)C(=O)O)=O)=O